C1(=CC=CC=C1)CC(=O)OC=CC=O 3-oxoprop-1-en-1-yl phenylacetate